2-(hydroxymethyl)-6,7-dihydropyrazolo[1,5-a]Pyrazin-4(5H)-one OCC1=NN2C(C(NCC2)=O)=C1